Cl.FC(C1=CN=CC(=N1)N1CC2(CC1)CCNCC2)(F)F 2-(6-(trifluoromethyl)pyrazin-2-yl)-2,8-diazaspiro[4.5]decane hydrochloride